NCC(=O)[O-].[Co+2].NCC(=O)[O-] cobalt aminoacetate